(S) or (R)-1-(difluoromethyl)-N'-((1',5',6',7'-tetrahydro-2'H-spiro[cyclopropane-1,3'-dicyclopenta[b,e]pyridin]-8'-yl)carbamoyl)-1H-pyrazole-3-sulfonimidamide FC(N1N=C(C=C1)[S@](=O)(N)=NC(NC1=C2C(=NC3=C1CCC3)C3(CC2)CC3)=O)F |o1:7|